N-(4-bromo-2-methyl-phenyl)-N-(2-cyclopropyl-2-oxo-ethyl)formamide BrC1=CC(=C(C=C1)N(C=O)CC(=O)C1CC1)C